diallylresorcinol C=CCC1=CC(=C(C=C1O)O)CC=C